Dimorpholyl disulfide N1(CCOCC1)SSN1CCOCC1